ethyl (3-formyl-1H-indol-2-yl){(3Z)-3-(hydroxyamino)-1-[(4-methylphenyl)sulfonyl]piperidin-4-yl}acetate C(=O)C1=C(NC2=CC=CC=C12)C(C(=O)OCC)C1C(CN(CC1)S(=O)(=O)C1=CC=C(C=C1)C)NO